C(C=C)(=O)OCCC[Si](OC)(OC)C (3-Acryloyloxypropyl)methyldimethoxysilane